C1NCCC2=CC(=CC=C12)O 1,2,3,4-tetrahydroisoquinolin-6-ol